CN([C@H](CSC(C1=CC=CC=C1)(C1=CC=CC=C1)C1=CC=CC=C1)C(=O)O)C(\C=C\C=C\C=1SC(=CN1)N(C)C)=O methyl-N-((2E,4E)-5-(5-(dimethylamino)thiazol-2-yl)penta-2,4-dienoyl)-S-trityl-D-cysteine